C(CC)SC=1C(=CC2=C(NC=N2)C1)OC(F)(F)F 6-Propylsulfanyl-5-trifluoromethoxy-1H-benzoimidazol